ClC1=NN(C(C2=C1OC(=C2)C(=O)OC)=O)CC(=O)N(C)C2=CC1=C(OC(O1)(F)F)C=C2 methyl 7-chloro-5-(2-((2,2-difluorobenzo[d][1,3]dioxol-5-yl)(methyl)amino)-2-oxoethyl)-4-oxo-4,5-dihydrofuro[2,3-d]pyridazine-2-carboxylate